4-Cyclopropyl-2-(4-fluoro-2-methylphenoxy)-N-(3-((2-hydroxyethyl)amino)benzo[d]isoxazol-5-yl)-5-(trifluoromethyl)benzamide C1(CC1)C1=CC(=C(C(=O)NC=2C=CC3=C(C(=NO3)NCCO)C2)C=C1C(F)(F)F)OC1=C(C=C(C=C1)F)C